(4-(6-((4-cyano-2-fluorobenzyl)oxy)pyridin-2-yl)-2-(methylsulfonylamino)Benzyl)-1-(2-methoxyethyl)-1H-benzo[d]Imidazole-6-carboxylic acid C(#N)C1=CC(=C(COC2=CC=CC(=N2)C2=CC(=C(CC3=NC4=C(N3CCOC)C=C(C=C4)C(=O)O)C=C2)NS(=O)(=O)C)C=C1)F